C=1(C(=CC=CC1)C(=O)OCCCCCCCCCC)C(=O)OCCCCCCCCCC 1,2-Benzenedicarboxylic acid, didecyl ester